4-[(1s,4s,5r)-5-{[3-(2-chloro-6-methylphenyl)-5-cyclopropyl-1,2-oxazol-4-yl]methoxy}-2-azabicyclo[2.2.1]heptan-2-yl]-3-fluorobenzoic acid ClC1=C(C(=CC=C1)C)C1=NOC(=C1CO[C@H]1[C@@H]2CN([C@H](C1)C2)C2=C(C=C(C(=O)O)C=C2)F)C2CC2